ethyl 4-((2-(3-((tert-butoxycarbonyl)amino)propyl)-4-fluorophenyl)amino)-6-(trifluoromethyl)nicotinate C(C)(C)(C)OC(=O)NCCCC1=C(C=CC(=C1)F)NC1=CC(=NC=C1C(=O)OCC)C(F)(F)F